C1[C@H]([C@H]([C@H](O[C@]1(C(=O)O)O)[C@@H](CO)O)O[C@@H]2[C@H]([C@H]([C@@H]([C@H](O2)[C@H](CO)O)O)O[C@@H]3[C@H]([C@H]([C@@H]([C@H](O3)[C@H](CO)O)O)O)O[C@@H]4[C@H]([C@H]([C@@H]([C@H](O4)[C@H](CO)O)O)O)O)O)O The molecule is a linear tetrasaccharide consisting of three L-glycero-alpha-D-manno-heptosyl residues and a 3-deoxy-alpha-D-manno-oct-2-ulosonic acid (Kdo) residue linked sequentially (1->2), (1->2) and (1->5); corresponds to the tetrasaccharide epitope from Haemophilus influenzae MAHI 3. It has a role as an epitope.